2-(4-(4-(8-(3,5-difluoro-4-(morpholinomethyl)phenyl)quinoxalin-2-yl)-1H-pyrazol-1-yl)piperidin-1-yl)-N-(6-((2-(2,6-dioxopiperidin-3-yl)-1,3-dioxoisoindolin-5-yl)amino)hexyl)acetamide FC=1C=C(C=C(C1CN1CCOCC1)F)C=1C=CC=C2N=CC(=NC12)C=1C=NN(C1)C1CCN(CC1)CC(=O)NCCCCCCNC=1C=C2C(N(C(C2=CC1)=O)C1C(NC(CC1)=O)=O)=O